C(#N)C[C@@H](C1=CC=C(C=C1)S(=O)(=O)CC)NC(C1=CC=C(C=C1)N1[C@@H](C[C@@H](C1)NC1CCC(CC1)OC)COC(F)F)=O N-((S)-2-cyano-1-(4-(ethylsulfonyl)phenyl)ethyl)-4-((2S,4S)-2-((difluoromethoxy)methyl)-4-(((1r,4S)-4-methoxycyclohexyl)amino)pyrrolidin-1-yl)benzamide